CC1=CC(=NN1C1=CC=CC=C1)C1CCN(CC1)CCN1CCOCC1 4-[2-[4-(5-methyl-1-phenyl-pyrazol-3-yl)-1-piperidyl]ethyl]morpholine